C(C)OC(=O)C1=CC2=C(N3C=4C=CC=CC4N=C13)N=CC=C2 1,7,11b-triazabenzo[c]Fluorene-6-carboxylic acid ethyl ester